NC1=NN2C(C(N1CC1=NC(=NO1)[C@@H]1CO[C@H](C1)C1=CC=C(C=C1)F)=O)=C(C=N2)C 2-amino-3-((3-((3R,5R)-5-(4-fluorophenyl)tetrahydro-furan-3-yl)-1,2,4-oxadiazol-5-yl)methyl)-5-methylpyrazolo[5,1-f][1,2,4]triazin-4(3H)-one